ethyl (E)-3-(dimethylamino)acrylate CN(/C=C/C(=O)OCC)C